C(CCC)C=1C=CC2=C(NC(=N2)NC(CC=2SC=CC2)=O)C1 N-(6-butyl-1H-benzo[d]imidazol-2-yl)-2-(thiophen-2-yl)acetamide